BrC1=CN(C=2N=CN=C(C21)NCC2=NC(=CC=C2)N2CC(NCC2)CF)S(=O)(=O)C2=CC=C(C)C=C2 5-bromo-N-((6-(3-(fluoromethyl)piperazin-1-yl)pyridin-2-yl)methyl)-7-tosyl-7H-pyrrolo[2,3-d]pyrimidin-4-amine